ClCC(C[C@]1(NC[C@H](C1)OC(C1=CC=C(C=C1)[N+](=O)[O-])=O)C(=O)OC)=C methyl (2R,4S)-2-(2-(chloromethyl)allyl)-4-((4-nitrobenzoyl)oxy)pyrrolidine-2-carboxylate